C1=CC=CC=2C3=CC=CC=C3C(C12)COC(=O)N[C@H](CN(CC(=O)O)S(=O)(=O)CC1=CC=CC=C1)C (S)-N-(2-((((9H-fluoren-9-yl)methoxy)carbonyl)amino)propyl)-N-(benzylsulfonyl)glycine